ClC1=C(C=CC=C1NC1=NC=CC=2C1=NC=CN2)C2=C(C(=CC=C2)B2OC(C(O2)(C)C)(C)C)Cl N-(2,2'-dichloro-3'-(4,4,5,5-tetramethyl-1,3,2-dioxaborolan-2-yl)-[1,1'-biphenyl]-3-yl)pyrido[3,4-b]pyrazin-5-amine